2-(octyldithio)benzoxazole C(CCCCCCC)SSC=1OC2=C(N1)C=CC=C2